9-(4-chloro-2-fluoro-phenyl)-7-[(2S)-2-(2-methoxy-4-pyridyl)morpholin-4-yl]-2,3-dimethyl-pyrimido[1,2-b]pyridazin-4-one ClC1=CC(=C(C=C1)C=1C=2N(N=C(C1)N1C[C@@H](OCC1)C1=CC(=NC=C1)OC)C(C(=C(N2)C)C)=O)F